CN1N=NC2=C1C=CC(=C2C)C(C(C(=O)O)(C)C)C2=CC(=C(C=C2)C)CN2C[C@H](OC1=C(C2)C=C2CCCCC2=C1)CC 3-(1,4-Dimethyl-1H-benzo[d][1,2,3]triazol-5-yl)-3-(3-(((R)-2-ethyl-2,3,7,8,9,10-hexahydronaphtho[2,3-f][1,4]oxazepin-4(5H)-yl)methyl)-4-methylphenyl)-2,2-dimethylpropionic acid